N-((R)-cyclopropyl-(2,5-difluoro-4-(trifluoromethyl)phenyl)methyl)-D-prolinamide C1(CC1)[C@@H](NC([C@@H]1NCCC1)=O)C1=C(C=C(C(=C1)F)C(F)(F)F)F